N-[(1,2-dihydro-4,6-dimethyl-2-oxo-3-pyridinyl)methyl]-5-[ethyl(tetrahydro-2H-pyran-4-yl)amino]-4-methyl-4'-(4-morpholinylmethyl)-[1,1'-biphenyl]-3-carboxamide CC1=C(C(NC(=C1)C)=O)CNC(=O)C=1C=C(C=C(C1C)N(C1CCOCC1)CC)C1=CC=C(C=C1)CN1CCOCC1